C(C)(C)C1=C(C=CC=C1)C1N(CCN(C1)CC1=CC(=C(C=C1)S(=O)(=O)C)OC)C1CC2(C1)CCN(CC2)C2=CC=C(C(=O)N)C=C2 4-(2-(2-(2-isopropylphenyl)-4-(3-methoxy-4-(methylsulfonyl)benzyl)piperazin-1-yl)-7-azaspiro[3.5]nonan-7-yl)benzamide